NC=1C=2N(C=CN1)C(=NC2C2=C(C=C(C=C2)C(C(F)(F)F)(O)C2=CC(=CC=C2)C(F)F)OC)[C@H]2CN1C(CC[C@@H]1CC2)=O (6R,8aS)-6-[8-amino-1-(4-{1-[3-(difluoromethyl)phenyl]-2,2,2-trifluoro-1-hydroxyethyl}-2-methoxyphenyl)imidazo[1,5-a]pyrazin-3-yl]hexahydroindolizin-3(2H)-one